OB1OCC2=C1C=CC(=C2)\C=N\N(C=2C1=C(N=CN2)C=CS1)CC(C)C N-[(E)-(1-Hydroxy-3H-2,1-benzoxaborol-5-yl)methylenamino]-N-isobutyl-thieno[3,2-d]pyrimidin-4-amin